ClC1=NC=CC(=C1)C1=CC2=C(NC(N2)=O)C=C1 5-(2-chloro-4-pyridinyl)-1,3-dihydrobenzimidazol-2-one